C(#N)C=1C=C(OC2CCN(CC2)C2=C(C=C(N=N2)C(=O)N[C@H]2CC=3C=CC=NC3CC2)C)C=CC1 (R)-6-[4-(3-cyanophenoxy)piperidin-1-yl]-5-methyl-N-(5,6,7,8-tetrahydroquinolin-6-yl)pyridazine-3-carboxamide